2-(2,8-Dimethylimidazo[1,2-b]pyridazin-6-yl)-7-(3,3-dimethylpiperazin-1-yl)-9-methyl-4H-pyrido[1,2-a]pyrimidin-4-one CC=1N=C2N(N=C(C=C2C)C=2N=C3N(C(C2)=O)C=C(C=C3C)N3CC(NCC3)(C)C)C1